1,5-dimethyl-3-(4-isopropylphenyl)-pyrazol-4-ol CN1N=C(C(=C1C)O)C1=CC=C(C=C1)C(C)C